N-n-tridecanoyl-proline C(CCCCCCCCCCCC)(=O)N1[C@@H](CCC1)C(=O)O